NC1=C(C=O)C(=CC=C1)C 2-amino-6-methyl-benzaldehyde